2-tert-butyl-1-(6-tert-butylpyridin-2-yl)-6-(methylthio)-1H-pyrazolo[3,4-d]pyrimidin-3(2H)-one C(C)(C)(C)N1N(C2=NC(=NC=C2C1=O)SC)C1=NC(=CC=C1)C(C)(C)C